Cl.COC=1C=C2C(=NC=NC2=CC1OC)N1CCN(CCC1)CCS(=O)(=O)N (2-(4-(6,7-dimethoxyquinazolin-4-yl)-1,4-diazepan-1-yl)ethyl)sulfonamide hydrochloride